C1(=NC=CC2=CC=CC=C12)CN(CCCCN)CC1=NC=CC=C1C N1-(Isoquinolin-1-ylmethyl)-N1-((3-methylpyridin-2-yl)methyl)butane-1,4-diamine